(2-chloro-2-oxo-ethyl) acetate C(C)(=O)OCC(=O)Cl